CC(CC[C@@H](C(=O)O)NCC1=CC=C2CCN(CC2=C1)C)(C)C (2S)-5,5-dimethyl-2-{[(2-methyl-1,2,3,4-tetrahydroisoquinolin-7-yl)methyl]amino}hexanoic acid